6-fluoro-7-chloro-1-hydroxy-2-methyl-3-(4-trifluoromethoxybenzyl)-4(1H)-quinolinone FC=1C=C2C(C(=C(N(C2=CC1Cl)O)C)CC1=CC=C(C=C1)OC(F)(F)F)=O